FC1(CC(C1)CC(=O)N[C@@H](COC)C1=CC=2N(N=C1)C=C(N2)[C@@H](NC(=O)C2=CC=NN2C(C([2H])([2H])[2H])([2H])[2H])C2CCC(CC2)(F)F)F |o1:9| N-((S)-(7-((R*)-1-(2-(3,3-Difluorocyclobutyl)acetamido)-2-methoxyethyl)imidazo[1,2-b]pyridazin-2-yl)(4,4-difluorocyclohexyl)methyl)-1-(ethyl-d5)-1H-pyrazole-5-carboxamide